ClC1=CNC=2N=C(N=C(C21)N[C@H]2CN(CCC2)C(C=C)=O)NC=2C=NN(C2)C2CC2 (R)-1-(3-((5-chloro-2-((1-cyclopropyl-1H-pyrazol-4-yl)amino)-7H-pyrrolo[2,3-d]pyrimidin-4-yl)amino)piperidin-1-yl)prop-2-en-1-one